C(=O)C1=CC=C(C=C1)C1=C(C(=O)N)C=CC=N1 (4-formyl-phenyl)nicotinamide